C1(CCCC1)N1C=C(C2=C1N=CN=C2N2[C@H](CN(CC2)C(=O)OC(C)(C)C)C)I tert-butyl (S)-4-(7-cyclopentyl-5-iodo-7H-pyrrolo[2,3-d]pyrimidin-4-yl)-3-methylpiperazine-1-carboxylate